ClC1=CC=C(C(=N1)C(=O)O)NC(C)C1=C2N=C(C(=NC2=CC(=C1)C)C#N)N1CC2(CC2C1)C(F)(F)F 6-chloro-3-((1-(2-cyano-7-methyl-3-(1-(trifluoromethyl)-3-azabicyclo[3.1.0]hexan-3-yl)quinoxalin-5-yl)ethyl)amino)picolinic acid